ClC=1C=C(C(=O)N2CC=3C(=NN4C3C(N(C[C@H]4C(=O)NC)[C@H](C)C4=NC=CC=C4)=O)C[C@H]2C)C=CC1Cl |o1:21| (3R,7S)-2-(3,4-Dichlorobenzoyl)-N,3-dimethyl-10-oxo-9-((R*)-1-(pyridin-2-yl)ethyl)-1,2,3,4,7,8,9,10-octahydropyrido[4',3':3,4]pyrazolo[1,5-a]pyrazine-7-carboxamide